S1C(=CC2=C1C=CC=C2)CC(=O)O[C@H]2[C@H](N(C[C@@H]2OC(=O)OC(C)(C)C)C(=O)OC(C)(C)C)CC2=CC=C(C=C2)OC tert-butyl (2R,3S,4S)-3-{[2-(1-benzothiophen-2-yl)acetyl] oxy}-4-[(tert-butoxycarbonyl)oxy]-2-[(4-methoxyphenyl)methyl]pyrrolidine-1-carboxylate